BrC1=CC(=CC2=C1N(C=N2)C2CC(C2)O)C(=O)NC2=CC=C(C=C2)OC(F)(F)Cl 7-bromo-N-(4-(chlorodifluoromethoxy)phenyl)-1-((1s,3s)-3-hydroxycyclobutyl)-1H-benzo[d]Imidazole-5-carboxamide